8-bromo-2-(ethylthio)-3,6-dimethylquinazolin-4(3H)-one BrC=1C=C(C=C2C(N(C(=NC12)SCC)C)=O)C